N1(CCCCC1)C1CCN(CC1)C(=O)OC=1C(=C2C=C(NC2=CC1)C(=O)C=1OC2=C(C1)C=C(C=C2)NC(=O)NC2=NOC(=C2)C(C)(C)C)CN(C)C 2-(5-(3-(5-(tert-Butyl)isoxazol-3-yl)ureido)benzofuran-2-carbonyl)-4-((dimethylamino)methyl)-1H-indol-5-yl [1,4'-bipiperidine]-1'-carboxylate